ICCC[Si](OC)(OC)OC 3-iodopropyl-(trimethoxy)silane